3-chloro-2-(2-chloroethoxy)-5-(2-(4-(1-(2-chloropyrimidin-4-yl)ethoxy)phenyl)propan-2-yl)benzonitrile ClC=1C(=C(C#N)C=C(C1)C(C)(C)C1=CC=C(C=C1)OC(C)C1=NC(=NC=C1)Cl)OCCCl